ClC1=C(C(=C(OCSC=2SC(=NN2)C)C(=C1F)F)F)F 2-(((4-chloro-2,3,5,6-tetrafluorophenoxy)methyl)thio)-5-methyl-1,3,4-thiadiazole